FC1(CNC2=CC(=CC=C12)C(F)(F)F)C(C(F)(F)F)(O)O 3-fluoro-3-(2,2,2-trifluoro-1,1-dihydroxyethyl)-6-(trifluoromethyl)indoline